FC=1C=C(C=C(C1CC=O)F)C1=CC=CC=C1 2-(3,5-difluoro-[1,1'-biphenyl]-4-yl)acetaldehyde